2-(6-(5-chloro-1-((5-(3-fluoro-4-methoxyphenyl)pyridin-2-yl)methyl)-1H-indazole-7-carboxamido)spiro[3.3]hept-2-yl)acetic acid ClC=1C=C2C=NN(C2=C(C1)C(=O)NC1CC2(CC(C2)CC(=O)O)C1)CC1=NC=C(C=C1)C1=CC(=C(C=C1)OC)F